3-{4-[4-(5-cyclopropyl-3-methylpyridin-2-yl)piperazine-1-carbonyl]phenyl}-3-isopropylpyrrolidine-2,5-dione C1(CC1)C=1C=C(C(=NC1)N1CCN(CC1)C(=O)C1=CC=C(C=C1)C1(C(NC(C1)=O)=O)C(C)C)C